6-[(Methyl-(1-methylpyrrolidin-3-yl)amino)[1,3]thiazolo[4,5-c]pyridazin-3-yl]-5-(1H-pyrazol-4-yl)phenol CN(C1CN(CC1)C)C=1C2=C(N=NC1C1=C(C=CC=C1O)C=1C=NNC1)N=CS2